C(#N)C1=CC=C2C=CN(C2=C1)CC=1N=CN(C1)CCCCC(=O)O 5-(4-((6-cyano-1H-indol-1-yl)methyl)-1H-imidazol-1-yl)pentanoic acid